tert-Butyl (R)-(3-(1-aminoethyl)-5-(trifluoromethyl)phenyl)carboxylate N[C@H](C)C=1C=C(C=C(C1)C(F)(F)F)C(=O)OC(C)(C)C